CN(CCCOC1=C(C=C2C(=NC(=NC2=C1)N1CCN(CCC1)C)NC1CCN(CC1)C)OC)C 7-(3-(dimethylamino)propoxy)-6-methoxy-2-(4-methyl-1,4-diazepan-1-yl)-N-(1-methylpiperidin-4-yl)quinazolin-4-amine